ClC1OC(CC1)Cl 2,5-dichlorotetrahydrofuran